4-(2,6-Difluoro-4-methoxyphenyl)-N-(2,4-difluoro-6-nitrophenyl)-1,3-dimethyl-1H-pyrazol-5-amin FC1=C(C(=CC(=C1)OC)F)C=1C(=NN(C1NC1=C(C=C(C=C1[N+](=O)[O-])F)F)C)C